S=C1NC(C2=C(N1CC=1C(=NC=CC1)[C@@H]1NCC[C@@H](C1)C(F)(F)F)C=CN2)=O |o1:14,18| rel-2-thioxo-1-((2-((2R,4S)-4-(trifluoromethyl)piperidin-2-yl)pyridin-3-yl)methyl)-1,2,3,5-tetrahydro-4H-pyrrolo[3,2-d]pyrimidin-4-one